2-(bromomethyl)-5-(trifluoromethyl)pyridine BrCC1=NC=C(C=C1)C(F)(F)F